N(=C=O)CCC(=O)[Si](OC)(OC)OC isocyanatopropoyltrimethoxysilane